2-(6-oxo-3-phenylpyridazin-1(6H)-yl)acetamide O=C1C=CC(=NN1CC(=O)N)C1=CC=CC=C1